methyl-(trans-1-(hydroxymethyl)-3-methyl-6-azabicyclo[3.1.1]heptan-6-yl)(pyridin-2-yl)methanone CC=1C(=NC=CC1)C(=O)N1C2CC(CC1(C2)CO)C